Tert-Butyl N-[(3R,4S)-1-[(6S)-6-[3-amino-6-methylthieno[2,3-b]pyridine-2-amido]-5,6,7,8-tetrahydroquinolin-2-yl]-4-(methoxymethyl)pyrrolidin-3-yl]-N-methylcarbamate NC1=C(SC2=NC(=CC=C21)C)C(=O)N[C@@H]2CC=1C=CC(=NC1CC2)N2C[C@@H]([C@H](C2)COC)N(C(OC(C)(C)C)=O)C